3-methoxycyclopentan-1-amine hydrochloride Cl.COC1CC(CC1)N